(R)-5-ethynyl-2-(3-((1-(2-hydroxyethyl)piperidin-3-yl)amino)-5-methyl-1,2,4-triazin-6-yl)phenol C(#C)C=1C=CC(=C(C1)O)C1=C(N=C(N=N1)N[C@H]1CN(CCC1)CCO)C